O=C1NC(CCC1N1C(C2=CC=CC(=C2C1=O)N1CCC(CC1)C=1C=C(C(=O)O)C=CC1)=O)=O 3-(1-(2-(2,6-dioxopiperidin-3-yl)-1,3-dioxoisoindolin-4-yl)piperidin-4-yl)benzoic acid